CN(CC(CO)O)C(=O)C1=C(C(=C(C(=C1I)NC(=O)C(CO)CO)I)C(=O)N(C)CC(CO)O)I The molecule is a benzenedicarboxamide compound having N-substituted carbamoyl groups at the 1- and 3-positions, iodo substituents at the 2-, 4- and 6-positions and a 3-hydroxy-2-(hydroxymethyl)propanimido at position 5. It has a role as a xenobiotic, an environmental contaminant and a radioopaque medium. It is an organoiodine compound, a hexol and a benzenedicarboxamide.